N-(3-{8-bromo-3-[(trifluoromethyl)sulfanyl]indolizin-2-yl}prop-2-yn-1-yl)-4-methanesulfonyl-2-methoxyaniline BrC1=CC=CN2C(=C(C=C12)C#CCNC1=C(C=C(C=C1)S(=O)(=O)C)OC)SC(F)(F)F